NC1=NC=2C3=C(C(CC2C=N1)(C)C)C(=NN3C3CC3)C(=O)NC=3SC=C(N3)C 8-amino-1-cyclopropyl-4,4-dimethyl-N-(4-methyl-1,3-thiazol-2-yl)-4,5-dihydro-1H-pyrazolo[4,3-H]quinazoline-3-carboxamide